FC(S(=O)(=O)C(S(=O)(=O)C(F)(F)F)(S(=O)(=O)C(F)(F)F)[Li])(F)F tri(trifluoromethanesulfonyl)methyl-lithium